P([O-])([O-])([O-])=S.[K+].[K+].[K+] potassium monothiophosphoric acid salt